3-methoxypropyl acrylate C(C=C)(=O)OCCCOC